C[C@H]([C@@H](N)C(=O)O)C1=CC=CC=C1 (2R,3S)-3-methyl-3-phenylalanine